C(C)C1=C(C=C2CCN(CC2=C1)C(C(F)(F)F)=O)[N+](=O)[O-] 1-(7-ethyl-6-nitro-3,4-dihydroisoquinolin-2(1H)-yl)-2,2,2-trifluoroethan-1-one